BrC1=CC(=C2C(=NC=NC2=C1F)O)OC[C@H]1NC[C@@H](N(C1)C(=O)OC(C)(C)C)C Tert-butyl (2S,5S)-5-{[(7-bromo-8-fluoro-4-hydroxyquinazolin-5-yl)oxy]methyl}-2-methylpiperazine-1-carboxylate